[K].FC(=C(F)F)B trifluoro(vinyl)borane potassium salt